1-isopropyl-2-naphthalenesulfonate C(C)(C)C1=C(C=CC2=CC=CC=C12)S(=O)(=O)[O-]